BrC1=C(C(=NC(=C1)C=1SC=C(N1)C)Cl)OCOC 4-bromo-2-chloro-3-(methoxymethoxy)-6-(4-methyl-1,3-thiazol-2-yl)pyridine